(S)-7-((1-((3-amino-4-hydroxy-2-methylbutan-2-yl)sulfonyl)cyclopropyl)methyl)-N-(4-chlorobenzyl)-8-oxo-5,6,7,8-tetrahydroimidazo[1,5-a]pyrazine-3-carboxamide N[C@H](C(C)(C)S(=O)(=O)C1(CC1)CN1C(C=2N(CC1)C(=NC2)C(=O)NCC2=CC=C(C=C2)Cl)=O)CO